ClC=1N=C(C2=C(N1)CC[S@]2=O)NC2(CCC2)CO [1-[[(5R)-2-chloro-5-oxo-6,7-dihydrothieno[3,2-d]pyrimidin-4-yl]amino]cyclobutyl]methanol